1,1-difluoro-2-methylpropan-2-ol 2HCl Cl.Cl.FC(C(C)(O)C)F